N-Boc-1,2-dipalmitoyl-propylamine C(=O)(OC(C)(C)C)NC(C(C)C(CCCCCCCCCCCCCCC)=O)C(CCCCCCCCCCCCCCC)=O